tert-butyl 3-((2H-1,2,3-triazol-2-yl)methyl)azetidine-1-carboxylate N=1N(N=CC1)CC1CN(C1)C(=O)OC(C)(C)C